1,4-diethoxycyclohexane ethyl-7-(1-(tert-butoxycarbonyl)-1,2,3,6-tetrahydropyridin-4-yl)-5-fluoro-1H-indole-2-carboxylate C(C)OC(=O)C=1NC2=C(C=C(C=C2C1)F)C=1CCN(CC1)C(=O)OC(C)(C)C.C(C)OC1CCC(CC1)OCC